C(C1=CC=CC=C1)C1(CC(=NO1)CNC(C1=NC(=CC=C1)C#N)=O)C(=O)O 5-benzyl-3-((6-cyanopicolinamido)methyl)-4,5-dihydroisoxazole-5-carboxylic acid